ClC1=NC(=CC(=C1)C=1C(=NN2C1N=C(C=C2)NS(N)(=O)=O)C2=CC(=CC=C2)C#N)C 3-(2-chloro-6-methyl-4-pyridinyl)-2-(3-cyanophenyl)-5-(sulfamoylamino)pyrazolo[1,5-a]pyrimidine